ClC1=NN2C(N=CC3=C2C(CC3C(=O)NC3=NC(=C(C(=C3)C(F)F)N3N=CC=C3)OC)(C)C)=C1 2-chloro-N-(4-(difluoromethyl)-6-methoxy-5-(1H-pyrazol-1-yl)pyridin-2-yl)-8,8-dimethyl-7,8-dihydro-6H-cyclopenta[e]pyrazolo[1,5-a]pyrimidine-6-carboxamide